4-[2-([1,4]dioxan-2-ylmethoxy)-4-oxo-6,7-dihydro-4H-pyrimido[6,1-a]isoquinolin-9-yl]-N-methyl-benzamide O1C(COCC1)COC1=NC(N2C(C3=CC=C(C=C3CC2)C2=CC=C(C(=O)NC)C=C2)=C1)=O